methyl 1-(3,5-dichlorophenyl)-4-hydroxy-2-naphthoate ClC=1C=C(C=C(C1)Cl)C1=C(C=C(C2=CC=CC=C12)O)C(=O)OC